COC(=O)N1CC=2C3=C(C=CC2CC1)N(C(=N3)[C@@H]3C[C@H](CCC3)C(=O)O)[C@@H](CC3=C(C=CC=C3)C)C (1S,3S)-3-[8-(methoxycarbonyl)-3-[(2R)-1-(2-methylphenyl)propan-2-yl]-3H,6H,7H,8H,9H-imidazo[4,5-h]isoquinolin-2-yl]cyclohexane-1-carboxylic acid